[Cl-].ClC1=CC=C(C=C1)C1=NN=C(O1)[C@@H]1CC[C@H](CO1)[NH3+] [(3R,6S)-6-[5-(4-chlorophenyl)-1,3,4-oxadiazol-2-yl]tetrahydropyran-3-yl]ammonium chloride